NC1=C2C(=NC=N1)N(N=C2C2=CC=C(C=C2)OC2=CC=CC=C2)[C@H]2CN(CCC2)C(CN(C)C)=O (R)-1-(3-(4-Amino-(4-phenoxyphenyl)-1H-pyrazolo[3,4-d]pyrimidin-1-yl)piperidin-1-yl)-2-(dimethylamino)ethanone